COC(=O)C=1SC(=CN1)OC1=C(C=C(C=C1)N1N=CN(C1=O)CC1=C(C=CC=C1F)F)F 5-(4-(4-(2,6-Difluorobenzyl)-5-oxo-4,5-dihydro-1H-1,2,4-triazol-1-yl)-2-fluorophenoxy)thiazole-2-carboxylic acid methyl ester